IC=1C(=C(C(=C2C(OC(=O)C12)S(=O)(=O)[O-])I)I)I.ClC=1C(=C(C(=C(C1)O)Cl)Cl)Cl.[Li+] lithium tetrachlorophenol tetraiodosulfophthalide salt